COC1=CC=C(C=N1)CN1C2CN(CC1C2)C2=CC=C(C=N2)C=2C=1N(C=C(C2)C(=O)O)N=C2C1C=NN2 4-(6-(6-((6-methoxypyridin-3-yl)methyl)-3,6-diazabicyclo[3.1.1]hept-3-yl)pyridin-3-yl)-1H-pyrazolo[3',4':3,4]pyrazolo[1,5-a]pyridine-6-carboxylic acid